N-(2-((3S,4R)-3-((1-ethyl-1H-pyrazol-3-yl)methyl)-4-hydroxychroman-7-yl)phenyl)-1,1,1-trifluoromethanesulfonamide C(C)N1N=C(C=C1)C[C@H]1COC2=CC(=CC=C2[C@@H]1O)C1=C(C=CC=C1)NS(=O)(=O)C(F)(F)F